C(C1=CC(=C(C(=O)[O-])C=C1)CCC)(C1=CC(=C(C(=O)[O-])C=C1)CCC)(C1=CC(=C(C(=O)[O-])C=C1)CCC)C1=CC(=C(C(=O)[O-])C=C1)CCC 4,4',4'',4'''-methanetetrayltetra(n-propyl benzoate)